3,3-dimethyl-7-{[(1-methylcyclobutyl)amino]methyl}-1H,2H-pyrrolo[3,2-b]pyridine-5-carboxylic acid CC1(CNC=2C1=NC(=CC2CNC2(CCC2)C)C(=O)O)C